5-(((5-chloro-6-((4''-(2-(dimethylamino)-1-hydroxyethyl)-2,2'-dimethyl-[1,1':3',1''-terphenyl]-3-yl)methoxy)-3-formylpyridin-2-yl)oxy)methyl)nicotinonitrile ClC=1C=C(C(=NC1OCC=1C(=C(C=CC1)C1=C(C(=CC=C1)C1=CC=C(C=C1)C(CN(C)C)O)C)C)OCC=1C=NC=C(C#N)C1)C=O